(3R)-4-amino-N-((5-chloro-2-pyridinyl)methyl)-3-methyl-N-(2-propanyl)-1,3-dihydrofuro[3,4-c]quinoline-8-carboxamide NC1=NC=2C=CC(=CC2C2=C1[C@H](OC2)C)C(=O)N(C(C)C)CC2=NC=C(C=C2)Cl